7-(chlorosulfonyl)quinoxalin-2-yl trifluoromethanesulfonate FC(S(=O)(=O)OC1=NC2=CC(=CC=C2N=C1)S(=O)(=O)Cl)(F)F